N1(C=CC=C1)C1=C(C=CC=C1)[N+](=O)[O-] 2-(1H-pyrrol-1-yl)nitrobenzene